1-((S)-3-((6-((5-methylthiazol-2-yl)amino)-1-((R)-1,1,1-trifluoropropan-2-yl)-1H-pyrrolo[3,2-c]pyridin-4-yl)oxy)pyrrolidin-1-yl)prop-2-en-1-one CC1=CN=C(S1)NC1=CC2=C(C(=N1)O[C@@H]1CN(CC1)C(C=C)=O)C=CN2[C@@H](C(F)(F)F)C